3-bromo-6-fluoro-2-[4-(4-methyl-1,2,4-triazol-3-yl)piperidin-1-yl]benzonitrile BrC=1C(=C(C#N)C(=CC1)F)N1CCC(CC1)C1=NN=CN1C